C(C)(C)(C)OC(=O)N1C(C(C=CC1)C)COC1=C2COC(C2=CC=C1Br)=O (((5-bromo-1-oxo-1,3-dihydroisobenzofuran-4-yl)oxy)methyl)-3-methyl-3,6-dihydropyridine-1(2H)-carboxylic acid tert-butyl ester